N-(cyclopropylmethyl)-7-methoxy-6-[(2R)-2-[(pyrrolidin-1-yl)methyl]propoxy]-1H,2H,3H-cyclopenta[b]quinolin-9-amine C1(CC1)CNC1=C2C(=NC=3C=C(C(=CC13)OC)OC[C@H](C)CN1CCCC1)CCC2